CCCCCCCCCCCCCCCCCCC(=O)O[C@H](COC(=O)CCCC/C=C\C/C=C\C/C=C\CCCCC)COP(=O)([O-])OCC[N+](C)(C)C 1-(6Z,9Z,12Z-octadecatrienoyl)-2-nonadecanoyl-glycero-3-phosphocholine